C(\C=C\C(=O)[O-])(=O)OCO[C@H](C)C1=NC=2C(=C3C(=NC2)NC=C3)N1N1CCC(CC1)CC#N (R)-(1-(1-(4-(cyanomethyl)piperidin-1-yl)-1,6-dihydroimidazo[4,5-d]pyrrolo[2,3-b]Pyridin-2-yl)ethoxy)methyl fumarate